4,5-difluoro-2,3-dihydro-1H-inden-1-one FC1=C2CCC(C2=CC=C1F)=O